N-((5-(2-Methoxypyridin-4-yl)-6-methyl-2,3-dihydro-1H-inden-4-yl)carbamoyl)methanesulfonamide, sodium salt [Na].COC1=NC=CC(=C1)C=1C(=C2CCCC2=CC1C)NC(=O)NS(=O)(=O)C